3-Chlorobenzyl ((S)-3-cyclohexyl-1-(((S)-5-(ethyl(phenethyl)amino)-1,5-dioxopentan-2-yl)amino)-1-oxopropan-2-yl)carbamate C1(CCCCC1)C[C@@H](C(=O)N[C@H](C=O)CCC(=O)N(CCC1=CC=CC=C1)CC)NC(OCC1=CC(=CC=C1)Cl)=O